2-((1R,4R)-4-(chloromethyl)cyclohexyl)-1-isopropyl-4-(trifluoromethyl)-1H-imidazole ClCC1CCC(CC1)C=1N(C=C(N1)C(F)(F)F)C(C)C